(3R,5S)-3-(2,6-dichloropyridin-4-yl)-5-(difluoromethyl)-4-(4-methoxybenzyl)morpholine ClC1=NC(=CC(=C1)[C@H]1N([C@@H](COC1)C(F)F)CC1=CC=C(C=C1)OC)Cl